6-((1-(2-(2,6-dioxopiperidin-3-yl)-1,3-dioxoisoindolin-4-yl)piperidin-4-yl)ethynyl)nicotinaldehyde O=C1NC(CCC1N1C(C2=CC=CC(=C2C1=O)N1CCC(CC1)C#CC1=NC=C(C=O)C=C1)=O)=O